NCN1C(NCC1)=O (aminomethyl)imidazolidin-2-one